NC1=NC=CC(=N1)C1=CC=C(C=C1)NC(C1=CC(=CC(=C1)Cl)Cl)=O N-(4-(2-aminopyrimidin-4-yl)phenyl)-3,5-dichlorobenzamide